P(=O)(OCOC1=C(C=CC=C1)C=1N=NC(=C(C1)N1CC2CCC(C1)N2C2=CC(=NC=C2)OCCN2[C@@H](CNCC2)C)N)(O)O (2-(6-amino-5-(8-(2-(2-((R)-2-methylpiperazin-1-yl)ethoxy)pyridin-4-yl)-3,8-diazabicyclo[3.2.1]octan-3-yl)pyridazin-3-yl)phenoxy)methyl dihydrogen phosphate